COC1=CC=CC(=C1OC)O DIMETHOXYPHENOL